N-octylpropane-1,3-diamine CCCCCCCCNCCCN